FC1=C(OCC([C@H](CC(=O)O)NC([C@H](C(C)C)NC(=O)C2=NC3=CC=CC=C3C=C2)=O)=O)C(=CC=C1)F (3S)-5-(2,6-difluorophenoxy)-3-[[(2S)-3-methyl-2-(quinoline-2-carbonylamino)butanoyl]amino]-4-oxopentanoic acid